(E)-1-(8-bromo-2-methylimidazo[1,2-a]pyridin-3-yl)-3-(4-ethoxyphenyl)prop-2-en-1-one BrC=1C=2N(C=CC1)C(=C(N2)C)C(\C=C\C2=CC=C(C=C2)OCC)=O